O1CCCC12CN(CCC2)CC2=CN=C(S2)NC(C)=O N-(5-((1-Oxa-7-azaspiro[4.5]decan-7-yl)methyl)thiazol-2-yl)acetamide